C(CCC)(=O)OCC(C)(C)OC(C)C1=CCC(C1)(C)C 2-[1-(4,4-dimethyl-1-cyclopenten-1-yl)ethoxy]-2-methylpropyl butyrate